benzyl N-(5,6,7,8-tetrahydro-4H-cyclohepta[b]thiophen-7-yl)carbamate S1C2=C(C=C1)CCCC(C2)NC(OCC2=CC=CC=C2)=O